[OH-].C(CC)P(CCC)(CCC)CCC tetrapropyl-phosphine hydroxide